C(#N)CC1=CC(=NN1C=1SC=C(N1)C(=O)O)C1=CC(=C(C=C1)F)F 2-(5-(cyanomethyl)-3-(3,4-difluorophenyl)-1H-pyrazol-1-yl)thiazole-4-carboxylic acid